tin-silver-bismuth [Bi].[Ag].[Sn]